2-(2-chlorophenyl)-N-(5-sulfamoylquinolin-7-yl)acetamide ClC1=C(C=CC=C1)CC(=O)NC1=CC(=C2C=CC=NC2=C1)S(N)(=O)=O